tert-butyl 2-(4-(3-iodo-1H-pyrazol-1-yl)phenoxy)acetate IC1=NN(C=C1)C1=CC=C(OCC(=O)OC(C)(C)C)C=C1